N-(3-(2-(6-methoxy-1H-indol-3-yl)ethylamino)propyl)-2-(4-methoxyphenyl)quinolin-4-amine COC1=CC=C2C(=CNC2=C1)CCNCCCNC1=CC(=NC2=CC=CC=C12)C1=CC=C(C=C1)OC